NC1=NN2C(C3=C(C=NC=C3C(=C2C(=O)OC)OCC2=CC=CC=C2)C2=CC=C(C=C2)F)=N1 methyl 2-amino-6-(benzyloxy)-10-(4-fluorophenyl)-[1,2,4]triazolo[5,1-a][2,6]naphthyridine-5-carboxylate